3-glycidoxypropyl-ethyl-diethoxysilane tert-butyl-2-formyl-2-(2-oxopropyl)pyrrolidine-1-carboxylate C(C)(C)(C)OC(=O)N1C(CCC1)(CC(C)=O)C=O.C(C1CO1)OCCC[Si](OCC)(OCC)CC